DIAZIN-BISAMID N1=NC(=C(C=C1)C(=O)N)C(=O)N